FC=1C=C(C=C(C1[C@H]1N([C@@H](CC2=C1NC1=CC=CC=C21)C)C2CCOCC2)F)C=CC(=O)O 3-(3,5-difluoro-4-((1R,3R)-3-methyl-2-(tetrahydro-2H-pyran-4-yl)-2,3,4,9-tetrahydro-1H-pyrido[3,4-b]Indol-1-yl)phenyl)acrylic acid